OC1=C(C=O)C=CC(=C1C)C 2-HYDROXY-3,4-DIMETHYL-BENZALDEHYDE